F[C@@H]1CN(CC[C@@H]1NC1=NN2C(C(=N1)OC)=C(C=C2)C=2C=CC1=C(N(N=N1)[C@H](CO)C)C2)C2COC2 (S)-2-(6-(2-(((3R,4S)-3-fluoro-1-(oxetan-3-yl)piperidin-4-yl)amino)-4-methoxypyrrolo[2,1-f][1,2,4]triazin-5-yl)-1H-benzo[d][1,2,3]triazol-1-yl)propan-1-ol